C(C1=CC=CC=C1)(C1=CC=CC=C1)N1CCN(CC1)C1=C(C(N(C2=CC=C(N=C12)CC)C)=O)C#N 4-(4-benzhydryl-piperazin-1-yl)-6-ethyl-1-methyl-2-oxo-1,2-dihydro-1,5-naphthyridine-3-carbonitrile